C1CCC2=C(C=3CCCC3C=C12)NC(=O)OC(C(=O)OCC)CN1N=C(C=C1)C Ethyl 2-{[(1,2,3,5,6,7-hexahydro-s-indacen-4-yl)carbamoyl]oxy}-3-(3-methyl-1H-pyrazol-1-yl)propanoate